Methyl 5-amino-4-methoxypyrazolo[1,5-c]pyrimidine-3-carboxylate NC1=C(C=2N(C=N1)N=CC2C(=O)OC)OC